N1C=NC2=C1C=CC(=C2)C2=NN=C(O2)C=2C=CC(=C(C#N)C2)NC(CF)CF 5-[5-(1H-1,3-benzodiazol-5-yl)-1,3,4-oxadiazol-2-yl]-2-[(1,3-difluoropropan-2-yl)amino]benzonitrile